ClC=1C(N(C(C1Cl)=O)CC=1N=NN(C1)CC(=O)OC)O methyl 2-(4-((3,4-dichloro-2-hydroxy-5-oxo-2,5-dihydro-1H-pyrrol-1-yl)methyl)-1H-1,2,3-triazol-1-yl)acetate